[N+](=O)([O-])C1=C2C=CC=NC2=C(C(=C1)C1NCCC2=CC=CC=C12)O 5-Nitro-7-(1,2,3,4-tetrahydroisochinolin-1-yl)chinolin-8-ol